1-(2-boronobenzyl)-4-(naphthalen-2-yl)pyridinium bromide [Br-].B(O)(O)C1=C(C[N+]2=CC=C(C=C2)C2=CC3=CC=CC=C3C=C2)C=CC=C1